5-(5-fluoro-2-methoxy-3-methylpyridin-4-yl)-1-(oxazolidin-2-yl)pyrazole-3-carboxylic acid ethyl ester C(C)OC(=O)C1=NN(C(=C1)C1=C(C(=NC=C1F)OC)C)C1OCCN1